C(C)(=O)NC=1SC(=CN1)CN1C[C@@H](C[C@@H]1C)OC1=CC(=NC2=CC=CC=C12)C(=O)N 4-(((3R,5S)-1-((2-acetamidothiazol-5-yl)methyl)-5-methylpyrrolidin-3-yl)oxy)quinoline-2-carboxamide